CS(=O)(=O)C=1SC2=C(N1)C=CC(=C2)OCCC(=O)NCCOCCOCCOCCOCCC(=O)N 1-(3-((2-(methylsulfonyl)benzo[d]thiazol-6-yl)oxy)-propanamido)-3,6,9,12-tetraoxapentadecan-15-amide